2,2'-diethoxy-biphenyl diacrylate C(C=C)(=O)O.C(C=C)(=O)O.C(C)OC1=C(C=CC=C1)C1=C(C=CC=C1)OCC